trimethyl-[3-[4-[3-(3-methyl-1,3-benzoxazol-2-ylidene)prop-1-enyl]quinolin-1-ium-1-yl]propyl]azanium C[N+](CCC[N+]1=CC=C(C2=CC=CC=C12)C=CC=C1OC2=C(N1C)C=CC=C2)(C)C